NC(CO)(CO)CCC1=CC(=NO1)CCCCCCCC 2-amino-2-(2-(3-octylisoxazol-5-yl)ethyl)propane-1,3-diol